FC=1C=C(C=CC1F)[C@H]1[C@@H](CN(C1)CC(C(F)(F)F)O)NC(=O)NC1=C(C(=NN1C1=CC=CC=C1)OCC)C 1-((3S,4R)-4-(3,4-difluorophenyl)-1-(3,3,3-trifluoro-2-hydroxypropyl)pyrrolidin-3-yl)-3-(3-ethoxy-4-methyl-1-phenyl-1H-pyrazol-5-yl)urea